5-((2-amino-3-fluoropyridin-4-yl)methyl)-3,4-difluoro-2-((2-fluoro-4-iodophenyl)amino)-N-(hex-5-ene-1-yloxy)benzamide NC1=NC=CC(=C1F)CC=1C(=C(C(=C(C(=O)NOCCCCC=C)C1)NC1=C(C=C(C=C1)I)F)F)F